4-chloro-2-(fluoroethyl)-1-p-toluenesulfonyl-1H-pyrrole ClC=1C=C(N(C1)S(=O)(=O)C1=CC=C(C)C=C1)CCF